(16α,17α)-17-hydroxyyohimban-16-carboxylic acid methyl ester COC(=O)[C@H]1[C@H](CC[C@@H]2[C@@H]1C[C@H]3C4=C(CCN3C2)C5=CC=CC=C5N4)O